C1(=CC=CC=C1)CC(=C)[N+]1=NOC(=C1)[N-]C(NC1=CC(=CC=C1)C(F)(F)F)=O (3-(3-phenylprop-1-en-2-yl)-1,2,3-oxadiazol-3-ium-5-yl)((3-(trifluoromethyl)phenyl)carbamoyl)amide